S1C(=NC2=C1C=CC=C2)NC(=O)C=2C=CC=C1CCN(CC21)C2=CC=C(C(=N2)C(=O)O)C=2C=NN(C2C)CC2CCCCC2 6-(8-(benzo[d]thiazol-2-ylcarbamoyl)-3,4-dihydroisoquinolin-2(1H)-yl)-3-(1-(cyclohexylmethyl)-5-methyl-1H-pyrazol-4-yl)picolinic acid